BrC=1C=C(C=C2C=C(N(C12)CC1CC1)C1=CCCN(C1)C(=O)OC(C)(C)C)C(=O)N1CCN(CC1)C1CC1 tert-butyl 5-[7-bromo-1-(cyclopropylmethyl)-5-(4-cyclopropylpiperazine-1-carbonyl) indol-2-yl]-3,6-dihydro-2H-pyridine-1-carboxylate